S1CCC(C1)=O thiophen-4(3H)-one